4-(7-(8-ethyl-7-fluoro-3-(methoxymethoxy)naphthalen-1-yl)-2,6,8-trifluoroquinazolin-4-yl)piperazine-1-carboxylic acid tert-butyl ester C(C)(C)(C)OC(=O)N1CCN(CC1)C1=NC(=NC2=C(C(=C(C=C12)F)C1=CC(=CC2=CC=C(C(=C12)CC)F)OCOC)F)F